C1(CC1)S(=O)(=O)NC1=CC(=NC=C1)C(COCC)NC(=O)C=1SC(=CN1)C1=NC(=CN=C1)OCC N-[1-(4-cyclopropanesulfonamidopyridin-2-yl)-2-ethoxyethyl]-5-(6-ethoxypyrazin-2-yl)-1,3-thiazole-2-carboxamide